7-isopentyl-1,4-dimethylazulene C(CC(C)C)C1=CC=C(C2=CC=C(C2=C1)C)C